di-iso-propoxydi(ethoxyacetoacetyl)titanium (IV) C(C)(C)O[Ti](C(CC(=O)COCC)=O)(C(CC(=O)COCC)=O)OC(C)C